4-(6-bromo-7-chloroquinazolin-4-yl)piperazine-1-carboxylic acid tert-butyl ester C(C)(C)(C)OC(=O)N1CCN(CC1)C1=NC=NC2=CC(=C(C=C12)Br)Cl